C(\C=C\C(=O)O)(=O)O.CN(CCC(C(C)C)N1CC2(C1)CN(CC2)C=2N=CN=NC2OC2=C(C(=O)N(C(C)C)CC)C=C(C=C2)F)C (-)-2-((5-(2-(1-(Dimethylamino)-4-methylpent-3-yl)-2,6-diazaspiro[3.4]oct-6-yl)-1,2,4-triazin-6-yl)oxy)-N-ethyl-5-fluoro-N-isopropylbenzamide fumarate